FC(C1=CC=C(O1)C(=O)N)(F)F 5-(trifluoromethyl)furan-2-carboxamide